N1=C2C(=CC(=C1)C#N)CCC2 6H,7H-cyclopenta[b]pyridine-3-carbonitrile